2-[3-[[5-(8-isoquinolyloxy)-3-(trifluoromethyl)-2-pyridyl]oxy]phenyl]acetic acid C1=NC=CC2=CC=CC(=C12)OC=1C=C(C(=NC1)OC=1C=C(C=CC1)CC(=O)O)C(F)(F)F